C(C)(C)(C)OC(=O)N1C[C@H](CC1)CC(=O)O (R)-3-carboxymethyl-pyrrolidine-1-carboxylic acid tert-butyl ester